2-carboxyl-4-toluenesulfonate C(=O)(O)C1=C(C)C=CC(=C1)S(=O)(=O)[O-]